CN1CCCOC=2C=3C1=NC=NC3C=CC2 4-methyl-4,5,6,7-tetrahydro-[1,5]oxazocino[4,3,2-de]quinazoline